ClC1=C(C=CC=C1)CC(=O)NC1=CC(=C(C=C1)COC1=C(C=C(C=C1)F)F)S(N)(=O)=O 2-(2-chlorophenyl)-N-(4-((2,4-difluorophenoxy)methyl)-3-sulfamoylphenyl)acetamide